2-[4-[(E)-6-[4-(2-carboxyethyl)-2,6-dichloro-phenoxy]hex-3-enoxy]-3,5-dichloro-anilino]pyridine-3-carboxylic acid C(=O)(O)CCC1=CC(=C(OCC/C=C/CCOC2=C(C=C(NC3=NC=CC=C3C(=O)O)C=C2Cl)Cl)C(=C1)Cl)Cl